Benzyl ((1S)-(5-(1-amino-2-methoxyethyl)benzo[d]oxazol-2-yl)(4,4-difluoro-cyclohexyl)-methyl)-carbamate NC(COC)C=1C=CC2=C(N=C(O2)[C@H](C2CCC(CC2)(F)F)NC(OCC2=CC=CC=C2)=O)C1